COC(=O)C1C(C(C1C1=C(C=CC=C1)C)C1=CC=CC=C1)C Trans-2-methyl-3-phenyl-4-(o-tolyl)cyclobutane-1-carboxylic acid methyl ester